(2Z)-2-{[7-amino-4-(1-methyl-1H-indazol-6-yl)-1-oxo-2,3-dihydro-1H-isoindol-2-yl]methyl}but-2-enenitrile NC=1C=CC(=C2CN(C(C12)=O)C/C(/C#N)=C/C)C1=CC=C2C=NN(C2=C1)C